(1R,2S,5S)-8-(benzyl-(cyclopropylmethyl)carbamoyl)-3-(diphenylcarbamoyl)-3,8-diazabicyclo[3.2.1]octane-2-carboxylic acid C(C1=CC=CC=C1)N(C(=O)N1[C@H]2[C@H](N(C[C@@H]1CC2)C(N(C2=CC=CC=C2)C2=CC=CC=C2)=O)C(=O)O)CC2CC2